C1(=CC=CC=C1)N1C(C2=CC=CC=C2CC1)N1N=CC=C1 2-phenyl-1-(1H-pyrazolyl)-1,2,3,4-tetrahydroisoquinoline